perfluorooctanesulfonic acid-13C4 F[13C]([13C]([13C]([13C](C(C(C(C(F)(F)F)(F)F)(F)F)(F)F)(F)F)(F)F)(F)F)(S(=O)(=O)O)F